C(C)(C)(C)OC(NC=1N=C(C2=C(C=CC=C2C1)Br)Br)=O (1,8-dibromoisoquinolin-3-yl)carbamic acid tert-butyl ester